8-chloro-1-octene ClCCCCCCC=C